(R)-1-(2-fluorophenyl)-3-phenyl-1-propanol FC1=C(C=CC=C1)[C@@H](CCC1=CC=CC=C1)O